FC1(CN(CC1)C1=NC=CC(=C1NC(=O)C=1C=NC(=NC1)N1C(CC1)C)C1=C(C=CC=C1)F)F N-[2-(3,3-difluoropyrrolidin-1-yl)-4-(2-fluoro-phenyl)-3-pyridyl]-2-(2-methylazetidin-1-yl)pyrimidine-5-carboxamide